(R)-4-(4-((1-methylpiperidin-3-yl)amino)phthalazin-1-yl)benzene-1,3-diol CN1C[C@@H](CCC1)NC1=NN=C(C2=CC=CC=C12)C1=C(C=C(C=C1)O)O